6,7-dihydro-5H-cyclopenta[c]Pyridine-4-carbaldehyde C1=NC=C(C2=C1CCC2)C=O